Cl.C1(CC1)N1C(C2(CC1)CCNCC2)=O 2-Cyclopropyl-2,8-diazaspiro[4.5]decan-1-one hydrochloride